methyl 5-(1-aminoisoquinolin-7-yl)-3-(2-cyano-6-(2-ethoxy-2-oxoethyl) phenoxy)-2,3-dihydrospiro[indene-1,4'-piperidine]-1'-carboxylate NC1=NC=CC2=CC=C(C=C12)C=1C=C2C(CC3(CCN(CC3)C(=O)OC)C2=CC1)OC1=C(C=CC=C1CC(=O)OCC)C#N